methyl (2Z)-2-azido-3-[2-chloro-4-(trifluoromethyl)phenyl]prop-2-enoate N(=[N+]=[N-])\C(\C(=O)OC)=C/C1=C(C=C(C=C1)C(F)(F)F)Cl